C1(CC1)[C@H](C)NC(=O)C1=CN=C(O1)C=1C=C(C=CC1)C=1NC(=NN1)C(=O)N[C@H](C(=O)OCC)C(C)C (S)-ethyl 2-(5-(3-(5-(((S)-1-cyclopropylethyl)carbamoyl)oxazol-2-yl)phenyl)-4H-1,2,4-triazole-3-carboxamido)-3-methylbutanoate